CN1N=C(C(=C1)C1=NC=CC(=C1)OC1=C(C=C(C=C1)NC(=O)C=1C(N(C(N(C1)C(C)C)=O)C1=CC=C(C=C1)F)=O)F)C N-(4-((2-(1,3-dimethyl-1H-pyrazol-4-yl)pyridin-4-yl)oxy)-3-fluorophenyl)-3-(4-fluorophenyl)-1-isopropyl-2,4-dioxo-1,2,3,4-tetrahydropyrimidine-5-carboxamide